N-(1H-indol-3-yl)-1-oxo-6-phenyl-3,4-dihydroisoquinoline-2(1H)-carboxamide N1C=C(C2=CC=CC=C12)NC(=O)N1C(C2=CC=C(C=C2CC1)C1=CC=CC=C1)=O